C(N)(=O)C1=CC(=C(C=C1)C1=CC(=CC=C1)C(CCN1N(C(CC1)=O)CCC1=CC(=C(C(=O)OC)C(=C1)F)F)O)C methyl 4-(2-(2-(3-(4'-carbamoyl-2'-methyl-[1,1'-biphenyl]-3-yl)-3-hydroxypropyl)-5-oxopyrazolidin-1-yl) ethyl)-2,6-difluorobenzoate